OC1(COCC1)C1=CC=C(C=C1)C(=O)N1CCC(CC1)OC1=CC=C(C=C1)C(F)(F)F (4-(3-hydroxytetrahydrofuran-3-yl)phenyl)(4-(4-(trifluoromethyl)phenoxy)piperidin-1-yl)methanone